FC=1C=C2C=NN(C2=C(C1O)F)C1=NC=C(N=C1)N1CCN(CC1)S(=O)(=O)C 5,7-Difluoro-1-(5-(4-(methylsulfonyl)piperazin-1-yl)pyrazin-2-yl)-1H-indazol-6-ol